(3-fluoro-1-(tetrahydro-2H-pyran-4-yl)-1H-indazole-5-yl)(6-fluoropyridin-3-yl)methanone FC1=NN(C2=CC=C(C=C12)C(=O)C=1C=NC(=CC1)F)C1CCOCC1